N[C@H](CO)C1=CC=C(C=C1)Br (2S)-2-amino-2-(4-bromophenyl)ethanol